BrC=1C=C(C=C(C1)Br)C1=CC=C(C=C1)C=1OC2=C(N1)C=CC=C2 2-(3',5'-dibromo-[1,1'-biphenyl]-4-yl)benzo[d]oxazole